C(CCCCCCCCCCCCCCCCCCCCCCCCCCCCCCCCCCCCCCC)(=O)OCCCCCCCCCCCC\C=C/CCCCCCCC erucyl tetracontanoate